N-(4-aminomethyl-benzyl)-phenylalanine NCC1=CC=C(CN[C@@H](CC2=CC=CC=C2)C(=O)O)C=C1